C(C1=CC=CC=C1)(=O)O[C@@H]1[C@@](O[C@H]([C@@H]1OC(C1=CC=CC=C1)=O)N1C(NC(C(=C1)F)=O)=O)(C(F)(F)F)COC(C1=CC=CC=C1)=O (2R,3S,4R,5R)-2-((benzoyloxy)methyl)-5-(5-fluoro-2,4-dioxo-3,4-dihydropyrimidin-1(2H)-yl)-2-(trifluoromethyl)tetrahydrofuran-3,4-diyl dibenzoate